ClC1=CC=C2C(=CN=C(C2=C1)OC)S(=O)(=O)NC1=C(C=C(C(=C1)F)CC#N)F 7-chloro-N-[4-(cyanomethyl)-2,5-difluoro-phenyl]-1-methoxy-isoquinoline-4-sulfonamide